C(C)(C)(C)[Si](OC1=C2C3=C(C(OC2=CC=C1)=O)C=C(C=C3)OC3CCOCC3)(C)C ((tertbutyldimethylsilyl)oxy)8-((tetrahydro-2H-pyran-4-yl)oxy)-6H-benzo[c]chromen-6-one